ClC1=CC=C(C=C1)[C@@H](NC(=O)[C@H]1NC(NC1)=O)[C@H]1CC(N(CC1)CC(F)(F)F)(C)C (4S)-N-((S)-(4-chlorophenyl)((R)-2,2-dimethyl-1-(2,2,2-trifluoroethyl)piperidin-4-yl)methyl)-2-oxoimidazolidine-4-carboxamide